Methyl (2S)-2-[[(2S)-2-(tert-butoxycarbonylamino)-4,4-dimethyl pentanoyl]amino]-3-[(3S)-2-oxo-3-piperidyl]propanoate C(C)(C)(C)OC(=O)N[C@H](C(=O)N[C@H](C(=O)OC)C[C@H]1C(NCCC1)=O)CC(C)(C)C